C1CCCCCCC=CC(=O)CCCCCC1 CYCLOHEXADECENONE